1,1,1-trifluoro-2-methylpropan-2-yl ((4-(5-(2-fluoropropan-2-yl)-1,2,4-oxadiazol-3-yl) bicyclo[2.2.2]octan-1-yl)methyl)(4-(4-isopropoxyphenyl)pyrimidin-2-yl)carbamate FC(C)(C)C1=NC(=NO1)C12CCC(CC1)(CC2)CN(C(OC(C(F)(F)F)(C)C)=O)C2=NC=CC(=N2)C2=CC=C(C=C2)OC(C)C